O=C1C(OCCOC1)C(=O)OC methyl 6-oxo-1,4-dioxepane-5-carboxylate